5-(4-chloro-3-fluoro-5-(((tetrahydrofuran-3-yl)sulfonyl)ethynyl)phenoxy)-1H-1,2,3-triazole-4-carboxylic acid ClC1=C(C=C(OC2=C(N=NN2)C(=O)O)C=C1C#CS(=O)(=O)C1COCC1)F